FC(C(=O)N(N)C1=CC=C(C=C1)C(F)(F)F)F (Z)-2,2-difluoro-N1-(4-trifluoromethylphenyl)acethydrazide